FC1(CCCC=2C(=NN(C12)C1=NC=CN=C1)C(=O)N[C@H](CO)C(C)(C)C)F (S)-7,7-difluoro-N-(1-hydroxy-3,3-dimethylbut-2-yl)-1-(pyrazin-2-yl)-4,5,6,7-tetrahydro-1H-indazole-3-carboxamide